ClC1=NC=2C=CC=CC2C=2N1N=C(N2)C2=CC=CC=C2 5-Chloro-2-phenyl-[1,2,4]triazolo[1,5-c]quinazoline